tert-butyl ((1R,4r)-4-(6-chloro-4-(((1r,3R)-3-(((methoxycarbonyl)amino)methyl)cyclobutyl)amino)nicotinamido)cyclohexyl)carbamate ClC1=NC=C(C(=O)NC2CCC(CC2)NC(OC(C)(C)C)=O)C(=C1)NC1CC(C1)CNC(=O)OC